(3R,4S)-1-tert-butyl 3-ethyl-4-hydroxypyrrolidine-1,3-dicarboxylate C(C)[C@]1(CN(C[C@H]1O)C(=O)OC(C)(C)C)C(=O)[O-]